BrC1=CC(=C(C=C1)NC(C1=C(C=CC(=C1)NC(=O)[C@@H]1C([C@H]1C1=CC(=CC(=C1)Cl)Cl)(Cl)Cl)Cl)=O)C Trans-N-(4-bromo-2-methylphenyl)-2-chloro-5-(2,2-dichloro-3-(3,5-dichlorophenyl)cyclopropane-1-carboxamido)benzamide